2-[3-(2,7-diazaspiro[3.5]non-7-yl)-1,2,4-triazin-6-yl]-5-(1H-pyrazol-4-yl)phenol dihydrochloride Cl.Cl.C1NCC12CCN(CC2)C=2N=NC(=CN2)C2=C(C=C(C=C2)C=2C=NNC2)O